(2Z)-2-[[5-[2-(Trifluoromethyl)phenyl]-2-furanyl]methylene]benzo[b]thiophen-3(2H)-one FC(C1=C(C=CC=C1)C1=CC=C(O1)\C=C/1\C(C2=C(S1)C=CC=C2)=O)(F)F